2-fluoro-6-[1-(2-methoxyethyl)-3,5-dimethyl-pyrazol-4-yl]-3-(4,4,5,5-tetramethyl-1,3,2-dioxaborolan-2-yl)pyridine FC1=NC(=CC=C1B1OC(C(O1)(C)C)(C)C)C=1C(=NN(C1C)CCOC)C